ClC=1C=C(C=C(C1)F)C1=CC(=NC=N1)C(=O)O 6-(3-chloro-5-fluorophenyl)pyrimidine-4-carboxylic acid